N-(1'-(6-(2-fluoroethoxy)-4-methylpyridin-2-yl)-1',2'-dihydrospiro[cyclopropane-1,3'-pyrrolo[3,2-c]pyridin]-6'-yl)acetamide FCCOC1=CC(=CC(=N1)N1CC2(C=3C=NC(=CC31)NC(C)=O)CC2)C